ClCCCCCCCC(=O)NC=1C=C(C[C@H](N)C(=O)O)C=CC1 m-(8-chlorooctanamido)-L-phenylalanine